O[C@H](C)C1=CC2=C(C(=N1)C1=C(C=CC=C1)OCC(F)(F)F)CN(C2=O)C2=CC=C(C=C2)OCC(F)(F)F |r| rac-6-(1-hydroxyethyl)-4-[2-(2,2,2-trifluoroethoxy)phenyl]-2-[4-(2,2,2-trifluoroethoxy)phenyl]-2,3-dihydro-1H-pyrrolo[3,4-c]pyridin-1-one